CC(C)/C(=C/CC(C)C1=C2CCC3C4(CCC(C([C@@H]4CCC3([C@@]2(CC1)C)C)(C)C)OC(=O)C)C)/C dammaradienol acetate